BrC=1C=C(C(N(C1)C)=O)NC1=NC=C(C=C1)N1[C@@H](CNCC1)C (R)-5-Bromo-1-methyl-3-(5-(2-methylpiperazin-1-yl)pyridin-2-ylamino)pyridin-2(1H)-one